NC=1C=NC(=NC1)C=1C=C(C=C(C1)Cl)C1N(CC(CC1)(F)F)C(C=C)=O 1-(2-(3-(5-aminopyrimidin-2-yl)-5-chlorophenyl)-5,5-difluoropiperidin-1-yl)prop-2-en-1-one